(S)-2-amino-N-methyl-N-(2-oxo-2-((6-(trifluoromethoxy)benzo[d]thiazol-2-yl)amino)ethyl)propanamide N[C@H](C(=O)N(CC(NC=1SC2=C(N1)C=CC(=C2)OC(F)(F)F)=O)C)C